1-[2-[[2-(2,6-dioxo-3-piperidyl)-1-oxo-isoindolin-4-yl]amino]acetyl]-N-[2-fluoro-5-[(4-oxo-1-piperidyl)sulfonylmethyl]phenyl]piperidine-4-carboxamide O=C1NC(CCC1N1C(C2=CC=CC(=C2C1)NCC(=O)N1CCC(CC1)C(=O)NC1=C(C=CC(=C1)CS(=O)(=O)N1CCC(CC1)=O)F)=O)=O